C(N)(OCC1=CC=C(C=C1)COC1OCCCC1)=O (4-(((tetrahydro-2H-pyran-2-yl) oxy) methyl) benzyl) carbamate